7-{3-[(3-hydroxypropoxy)imino]azetidin-1-yl}-5-methyl-4-oxo-1-(1,2,4-thiadiazol-5-yl)-1,4-dihydro-1,8-naphthyridine-3-carboxylic acid OCCCON=C1CN(C1)C1=CC(=C2C(C(=CN(C2=N1)C1=NC=NS1)C(=O)O)=O)C